CN1CCN(CC1)C1=NC=CC(=C1)[C@H](C)NC(CC)=O N-[(1S)-1-[2-(4-methylpiperazin-1-yl)pyridin-4-yl]ethyl]propionamide